1,4-bis[alpha-(tert-butyldioxy)-isopropoxy]benzene caesium [Cs].C(C)(C)(C)OOC(C)(C)OC1=CC=C(C=C1)OC(C)(C)OOC(C)(C)C